FC=1C(=CC2=C(CC(O2)C=2C=C(C=CC2)C2=NN=NN2)C1)F 5-(3-(5,6-difluoro-2,3-dihydrobenzofuran-2-yl)phenyl)-1H-tetrazole